C1(CC1)NC=1N=CC(=C2C=C(N=CC12)NC(=O)C1CC1)C=1OC2=C(N1)C=C(C=C2)OC N-(8-(cyclopropylamino)-5-(5-methoxybenzo[d]oxazol-2-yl)-2,7-naphthyridin-3-yl)cyclopropanecarboxamide